[Cs+].C(N)([S-])=S.N(CCO)CCO Diethanolamine dithiocarbamate cesium salt